(trimethylsilyl)methyl-zinc bromide [Br-].C[Si](C)(C)C[Zn+]